(p-tolyl)phosphonium borate B([O-])([O-])[O-].C1(=CC=C(C=C1)[PH3+])C.C1(=CC=C(C=C1)[PH3+])C.C1(=CC=C(C=C1)[PH3+])C